COC(=O)C=1N=C(SC1CCCOC1=C(C=C(C=C1)I)F)N1CCCC2=C1N=NC(=C2C)Cl (3-chloro-4-methyl-6,7-dihydro-5H-pyrido[2,3-C]pyridazin-8-yl)-5-[3-(2-fluoro-4-iodo-phenoxy)propyl]thiazole-4-carboxylic acid methyl ester